3,5-di-tert-butyl-4-hydroxybenzyl-phosphonic acid C(C)(C)(C)C=1C=C(CP(O)(O)=O)C=C(C1O)C(C)(C)C